ClC1=C(C=CC=C1)C1(CCCCC1=O)NC([2H])([2H])[2H] 6-(2-chlorophenyl)-6-((Trideuteromethyl)amino)cyclohexanone